tert-butyl (4-chloro-2-(pyridin-3-yl)thiazol-5-yl)(ethyl)carbamate ClC=1N=C(SC1N(C(OC(C)(C)C)=O)CC)C=1C=NC=CC1